tert-Butyl N-[3-methyl-5-[[2-[(2S,5R)-5-methyl-2-(2-oxo-3,4-dihydro-1H-quinolin-6-yl)-1-piperidyl]-2-oxo-acetyl]amino]-2-pyridyl]carbamate CC=1C(=NC=C(C1)NC(C(=O)N1[C@@H](CC[C@H](C1)C)C=1C=C2CCC(NC2=CC1)=O)=O)NC(OC(C)(C)C)=O